tert-Butyl (2-(4-formyl-1H-pyrazol-1-yl)ethyl)carbamate C(=O)C=1C=NN(C1)CCNC(OC(C)(C)C)=O